F[P-](F)(F)(F)(F)F.[NH2+]1N=[N+](C2=C1C=CC=C2)[O-] 1H-benzotriazol-1-ium 3-oxide Hexafluorophosphate